(thiazol-5-yl)acetamide S1C=NC=C1CC(=O)N